C1(CC1)C(=O)N1[C@H]([C@H]([C@H](C1)F)NS(=O)(=O)CC)CC=1C(=C(C=CC1)C1=CC=CC=C1)F N-{(2S,3R,4S)-1-(cyclopropanecarbonyl)-4-fluoro-2-[(2-fluoro[1,1'-biphenyl]-3-yl)methyl]pyrrolidin-3-yl}ethanesulfonamide